Nα-t-butoxycarbonyl-L-cysteine C(C)(C)(C)OC(=O)N[C@@H](CS)C(=O)O